C(CCCCC)(=O)NCC(=O)O hexanoyl-glycine